NC=1C(=NC(=CC1)C(=O)NC=1C(=NN(C1)CCOCCOC)C1=NC=CC=C1)C=1C=NC=CC1 amino-N-(1-(2-(2-methoxyethoxy)ethyl)-3-(pyridin-2-yl)-1H-pyrazol-4-yl)-[2,3'-bipyridine]-6-carboxamide